OC(=O)C(F)(F)F.ClC1=C(C(=CC(=C1)C1=CN(C(C(=C1C)C)=O)C)OC)CN1CC(C(CC1)C1CCN(CC1)C1=C(C=C(NC2C(NC(CC2)=O)=O)C=C1)F)(F)F 3-[4-[4-[1-[[2-chloro-6-methoxy-4-(1,4,5-trimethyl-6-oxo-3-pyridyl)phenyl]methyl]-3,3-difluoro-4-piperidyl]-1-piperidyl]-3-fluoro-anilino]piperidine-2,6-dione TFA salt